(2'-chloro-3'-(5-formyl-6-methoxypyridin-2-yl)-[1,1'-biphenyl]-3-yl)-1,3-dimethyl-2,4-dioxo-1,2,3,4-tetrahydropyrimidine-5-carboxamide ClC1=C(C=CC=C1C1=NC(=C(C=C1)C=O)OC)C1=CC(=CC=C1)C1=C(C(N(C(N1C)=O)C)=O)C(=O)N